C(C)C(CNC1C(C(CCC1)NCC(CCCC)CC)C)CCCC N1,N3-bis(2-ethylhexyl)-2-methylcyclohexane-1,3-diamine